Tert-butyl 4-([1,2,4]triazolo[4,3-a]pyrimidine-6-carbonyl)-3,3-dimethylpiperazine-1-carboxylate N=1N=CN2C1N=CC(=C2)C(=O)N2C(CN(CC2)C(=O)OC(C)(C)C)(C)C